C(#N)C1=NC2=CC(=CC(=C2N=C1N1CCC(CC1)N(C)C)[C@@H](C)NC1=C(C(=O)O)C=CC=C1)C (R)-2-((1-(2-cyano-3-(4-(dimethylamino)piperidin-1-yl)-7-methylquinoxalin-5-yl)ethyl)amino)benzoic acid